Methyl 1-((2,6-bis(benzyloxy)-5-nitropyrimidin-4-yl)methyl)-2,3-dihydro-1H-indene-1-carboxylate C(C1=CC=CC=C1)OC1=NC(=C(C(=N1)CC1(CCC2=CC=CC=C12)C(=O)OC)[N+](=O)[O-])OCC1=CC=CC=C1